(9R,13S)-13-[4-(2,5-dichlorophenyl)-6-oxo-1,6-dihydropyrimidin-1-yl]-3,9-dimethyl-3,4,7,15-tetraazatricyclo[12.3.1.02,6]Octadecan-1(18),2(6),4,14,16-pentaen-8-one trifluoroacetate FC(C(=O)O)(F)F.ClC1=C(C=C(C=C1)Cl)C=1N=CN(C(C1)=O)[C@H]1CCC[C@H](C(NC=2C=NN(C2C=2C=CN=C1C2)C)=O)C